BrN1CC=2C(=NC=CC2C1=O)Cl bromo-4-chloro-2,3-dihydro-1H-pyrrolo[3,4-c]pyridin-1-one